CC(C[C@@H](C(=O)NC1=CC=C(C=C1)N1CCCC1)NS(=O)(=O)C1=CC=C(C=C1)C)C (S)-4-methyl-2-(4-methylphenyl-sulphonamido)-N-(4-(pyrrolidin-1-yl)phenyl)pentanamide